Nε-p-nosyl-L-lysine S(=O)(=O)(C1=CC=C(C=C1)[N+](=O)[O-])NCCCC[C@H](N)C(=O)O